CC1=C(C=NC=C1)CN 4-Methyl-3-pyridinemethanamine